(3S)-1,3-dihydro-inden-4-carboxamide C1CCC=2C(=CC=CC12)C(=O)N